2,3,6-tri-fluoroPhenylalanine FC1=C(C[C@H](N)C(=O)O)C(=CC=C1F)F